N1(CCN(CC1)C(=O)OC(C)(C)C)C(=O)OC(C)(C)C 1,4-di-tert-butyl piperazine-1,4-dicarboxylate